COC1=CC(=C(C(=C1)OC)C1=C(C=C(C=C1OC)OC)P(C1=CC(=CC(=C1)C(F)(F)F)C(F)(F)F)C1=CC(=CC(=C1)C(F)(F)F)C(F)(F)F)P(C1=CC(=CC(=C1)C(F)(F)F)C(F)(F)F)C1=CC(=CC(=C1)C(F)(F)F)C(F)(F)F (4,4',6,6'-Tetramethoxybiphenyl-2,2'-diyl)bis{bis[3,5-bis(trifluoromethyl)phenyl]phosphine}